N-(3-(4-bromophenyl)isoxazol-5-yl)-6,7-dimethyl-3-oxo-4-((2S,3S,4R)-2,3,4,5-tetrahydroxypentyl)-3,4-dihydroquinoxaline-2-carboxamide BrC1=CC=C(C=C1)C1=NOC(=C1)NC(=O)C1=NC2=CC(=C(C=C2N(C1=O)C[C@@H]([C@@H]([C@@H](CO)O)O)O)C)C